N-(4-(4-amino-7-isopropyl-7H-pyrrolo[2,3-d]pyrimidin-5-yl)benzyl)-2-methoxybenzamide NC=1C2=C(N=CN1)N(C=C2C2=CC=C(CNC(C1=C(C=CC=C1)OC)=O)C=C2)C(C)C